[I-].C(CCC)N1CN(C=C1)CCCC 1,3-dibutyl-imidazole iodide salt